ClC1=C(C=C(CN2CC3C(C2)CN(C3)C(=O)N3N=C(C=C3)NC(C)=O)C=C1)C(C)(C)O N-(1-(5-(4-Chloro-3-(2-hydroxypropan-2-yl)benzyl)octahydropyrrolo[3,4-c]pyrrole-2-carbonyl)-1H-pyrazol-3-yl)acetamide